ClC1=C(C=CC(=C1)OCCN1CCN(CC1)C)C=1N(C2=NC=NC(=C2N1)OC1(CC1)C)CC1=NC=CC=C1 8-(2-chloro-4-(2-(4-methylpiperazin-1-yl)ethoxy)phenyl)-6-(1-methylcyclopropoxy)-9-(pyridin-2-ylmethyl)-9H-purine